benzyl N-[3-[1-[(4-methoxyphenyl)methyl]-5,5-dimethyl-2-oxo-pyrrolidin-3-ylidene]-1-phenyl-propyl]carbamate COC1=CC=C(C=C1)CN1C(C(CC1(C)C)=CCC(C1=CC=CC=C1)NC(OCC1=CC=CC=C1)=O)=O